pyridine bromide salt [Br-].N1=CC=CC=C1